((1S,3R)-3-((3-(isoxazol-5-yl)-2-methoxypyridin-4-yl)oxy)cyclopentyl)carbamic acid tert-butyl ester C(C)(C)(C)OC(N[C@@H]1C[C@@H](CC1)OC1=C(C(=NC=C1)OC)C1=CC=NO1)=O